FC(S(=O)(=O)OC1=CCOC2(CCCC2)C1)(F)F 6-oxaspiro[4.5]dec-8-en-9-yl trifluoromethanesulfonate